[C@H]12CN(C[C@H](CC1)N2)C2=NC(=NC=1CC3(CCC21)CCC2=CC=C(C=C23)O)OC[C@H]2NCCC2 4'-((1R,5S)-3,8-diazabicyclo[3.2.1]octan-3-yl)-2'-(((S)-pyrrolidin-2-yl)methoxy)-2,3,5',8'-tetrahydro-6'H-spiro[indene-1,7'-quinazolin]-6-ol